O=C1CC(C=C1)=O 2,5-dioxocyclopentene